Cl.C1(=CC=CC=C1)C=1N=CC2=C(N1)CCNC2 2-Phenyl-5,6,7,8-tetrahydropyrido[4,3-d]pyrimidine hydrochloride